(2S,4S)-1-(2-(4-amino-6-(trifluoromethyl)-9H-pyrimido[4,5-b]indol-9-yl)acetyl)-N-(6-bromopyridin-2-yl)-4-methoxypyrrolidine-2-carboxamide NC1=NC=NC=2N(C3=CC=C(C=C3C21)C(F)(F)F)CC(=O)N2[C@@H](C[C@@H](C2)OC)C(=O)NC2=NC(=CC=C2)Br